2-[[5-bromo-6-(oxetan-3-yloxy)benzimidazol-1-yl]methoxy]ethyl-trimethyl-silane BrC1=CC2=C(N(C=N2)COCC[Si](C)(C)C)C=C1OC1COC1